C(C)(C)(C)C1=NN(C(=C1)NC(=O)NC1=C(C=C(C=C1)OC1=CC=NC=2NC(C=NC21)=O)SC)C2=CC(=CC=C2)F 1-(3-(tert-butyl)-1-(3-fluorophenyl)-1H-pyrazol-5-yl)-3-(2-(methylthio)-4-((3-keto-3,4-dihydropyrido[2,3-b]pyrazin-8-yl)oxy)phenyl)urea